4-bromo-1-(1-methylpiperidin-4-yl)indole BrC1=C2C=CN(C2=CC=C1)C1CCN(CC1)C